FC=1C(=C(C=CC1F)[C@H]1C(O[C@]([C@H]1C)(C(F)(F)F)C)=O)OC (3S,4S,5R)-3-(3,4-difluoro-2-methoxyphenyl)-4,5-dimethyl-5-(trifluoromethyl)dihydrofuran-2(3H)-one